tert-butyl cyclopropyl(1-(6-fluoro-7-((2-methoxypyridin-3-yl)carbamoyl)-2-methyl-2H-indazol-4-yl)piperidin-4-yl)carbamate C1(CC1)N(C(OC(C)(C)C)=O)C1CCN(CC1)C=1C2=CN(N=C2C(=C(C1)F)C(NC=1C(=NC=CC1)OC)=O)C